9-(4-phenylcyclohexyl)-3,4-dihydropyrido[2,1-c][1,2,4]thiadiazine 2,2-dioxide C1(=CC=CC=C1)C1CCC(CC1)C1=CC=CN2C1=NS(CC2)(=O)=O